4,8,12-trimethyltridecyl-succinic anhydride CC(CCCC1C(=O)OC(C1)=O)CCCC(CCCC(C)C)C